FC1=C(OC=2C=C(C=C3C=NN(C23)C)C(=O)N)C=CC(=C1)OCCO[C@H]1COCC1 7-[2-fluoro-4-[2-[(3R)-tetrahydrofuran-3-yl]oxyethoxy]phenoxy]-1-methyl-indazole-5-carboxamide